C(#N)C=1C(=NC(=CC1C)C)N1[C@@H](C[C@@H](C1)N(CCS(=O)(=O)C)C)C(=O)N(C=1C=C(C=CC1)C)CC (2s,4s)-1-(3-cyano-4,6-dimethylpyridin-2-yl)-N-ethyl-4-(methyl-(2-(methylsulfonyl)-ethyl)amino)-N-(m-tolyl)-pyrrolidine-2-carboxamide